[Si](C)(C)(C(C)(C)C)O[C@H]1[C@@H](O[C@@H]([C@H]1O[Si](C)(C)C(C)(C)C)CO)N1C=NC=2C(=O)NC(NC(C(C)C)=O)=NC12 2',3'-Bis-O-(Tert-Butyldimethylsilyl)-N2-Isobutyrylguanosine